(6S,9S,12S,15S,18R,19R)-9-(aminomethyl)-6-(3-aminopropoxymethyl)-12-cycloheptyl-19-hexyl-16,18-dimethyl-15-propyl-1-oxa-4,7,10,13,16-pentazacyclononadecane-2,5,8,11,14,17-hexone NC[C@H]1C(N[C@H](C(NCC(O[C@@H]([C@H](C(N([C@H](C(N[C@H](C(N1)=O)C1CCCCCC1)=O)CCC)C)=O)C)CCCCCC)=O)=O)COCCCN)=O